(2S)-2-amino-N-(4-(1-(tert-butylamino)-2,2,2-trifluoroethyl)phenyl)-3-phenylpropanamide N[C@H](C(=O)NC1=CC=C(C=C1)C(C(F)(F)F)NC(C)(C)C)CC1=CC=CC=C1